tert-butyl (3-methyl-5-(2-(5-methyl-2-(3,4,5-trifluorophenyl)piperidin-1-yl)-2-oxoacetamido)pyridin-2-yl)carbamate CC=1C(=NC=C(C1)NC(C(=O)N1C(CCC(C1)C)C1=CC(=C(C(=C1)F)F)F)=O)NC(OC(C)(C)C)=O